N-(4-benzyl-1-oxophthalazin-2(1H)-yl)-2-(4-chlorophenyl)acetamide C(C1=CC=CC=C1)C1=NN(C(C2=CC=CC=C12)=O)NC(CC1=CC=C(C=C1)Cl)=O